Cl.C1NC[C@@H]2CN(CC[C@@H]21)C=2C(=NC=CC2)C(F)(F)F |r| rac-3-[(3aR,7aS)-octahydro-1H-pyrrolo[3,4-c]pyridin-5-yl]-2-(trifluoromethyl)pyridine hydrochloride